(4,4-diphenyl-2-(p-toluylamino)butyryl)glycine ethyl ester C(C)OC(CNC(C(CC(C1=CC=CC=C1)C1=CC=CC=C1)NC1=CC=C(C=C1)C)=O)=O